CC(C1=CC=C(C=C1)OC)C(=O)O p-methoxyphenylpropionic acid